BrC1=NN2C(C=C(C(=C2)C=2CCN(CC2)C(=O)OC(C)(C)C)Cl)=N1 tert-Butyl 4-(2-bromo-7-chloro-[1,2,4]triazolo[1,5-a]pyridin-6-yl)-3,6-dihydropyridine-1(2H)-carboxylate